1-(5-chloro-2-hydroxy-4-methyl-3-nitrophenyl)ethan-1-one ClC=1C(=C(C(=C(C1)C(C)=O)O)[N+](=O)[O-])C